3-amino-6-[imidazo[1,2-a]pyridin-6-yl]-5-(2H-1,2,3-triazol-2-yl)pyrazine-2-carboxylic acid NC=1C(=NC(=C(N1)N1N=CC=N1)C=1C=CC=2N(C1)C=CN2)C(=O)O